racemic-4-((4-methylmorpholin-2-yl)methylamino)-3-nitrobenzenesulfonamide CN1C[C@H](OCC1)CNC1=C(C=C(C=C1)S(=O)(=O)N)[N+](=O)[O-] |r|